C(=C)CCC[Si](OCCC1=CC=CC=C1)(OC)OC γ-vinylbenzylpropyltrimethoxysilane